(S)-4-(dimethylamino)-2-(2-oxo-2-((1-(4-(trifluoromethyl)phenyl)ethyl)amino)ethyl)but-2-enoic acid CN(CC=C(C(=O)O)CC(N[C@@H](C)C1=CC=C(C=C1)C(F)(F)F)=O)C